N-benzyl-5,6-bis(4-hydroxyphenyl)-N-(4-methoxyphenyl)-7-oxabicyclo[2.2.1]hept-5-ene-2-sulfonamide C(C1=CC=CC=C1)N(S(=O)(=O)C1C2C(=C(C(C1)O2)C2=CC=C(C=C2)O)C2=CC=C(C=C2)O)C2=CC=C(C=C2)OC